3-((2-(2-methoxyphenyl)piperidin-1-yl)carbonyl)-1,5,7-trimethyl-1,5-dihydro-4H-pyrrolo[3,2-c]pyridin-4-one COC1=C(C=CC=C1)C1N(CCCC1)C(=O)C1=CN(C2=C1C(N(C=C2C)C)=O)C